C(C)(C)(C)OC(=O)N1CC(N[C@H](C1)C)CO (5S)-3-(hydroxymethyl)-5-methylpiperazine-1-carboxylic acid tert-butyl ester